C1(CC1)C1=CN(C2=C1N=NC(=C2)N2C(NC(C=C2)=O)=O)CC (7-cyclopropyl-5-ethyl-5H-pyrrolo[3,2-c]pyridazin-3-yl)pyrimidine-2,4(1H,3H)-dione